2-(4-((2-methoxyethyl)carbamoyl)phenyl)thiazole COCCNC(=O)C1=CC=C(C=C1)C=1SC=CN1